C(C)(=O)N1CCC(CC1)C(=O)N(C)[C@H](C(F)(F)F)C1=NC=C(C=C1)N[C@@H]1C(C2=CC=CC=C2C1)(C)C 1-Acetyl-N-((S)-1-(5-(((S)-1,1-dimethyl-2,3-dihydro-1H-inden-2-yl)amino)pyridin-2-yl)-2,2,2-trifluoroethyl)-N-methylpiperidine-4-carboxamide